C(CCCCCCCCCCCCCCCCC)(=O)OC(C)COC(C)COC(CCCCCCCCCCCCCCCCC)=O dipropyleneglycol distearate